NC1CCC2(CCN(CC2)C(=O)OC(C)(C)C)CC1 Tert-butyl 9-amino-3-azaspiro[5.5]undecane-3-carboxylate